7-Methoxy-N-(6-methoxypyridin-3-yl)-4-methylquinazolin-2-amine COC1=CC=C2C(=NC(=NC2=C1)NC=1C=NC(=CC1)OC)C